2-methyl-5-(pyridazin-3-ylmethoxy)benzofuran-3-carboxylic acid CC=1OC2=C(C1C(=O)O)C=C(C=C2)OCC=2N=NC=CC2